C(C)(C)OC1=CC(=NC2=C(N=CC=C12)C1=NNC=C1)N1[C@H](COCC1)C 4-isopropoxy-2-((S)-3-methylmorpholin-4-yl)-8-(1H-pyrazol-3-yl)-[1,7]naphthyridine